6-morpholinylbenzo[d]oxazole N1(CCOCC1)C1=CC2=C(N=CO2)C=C1